CC1=C(C(C=C1)([Pt+2]C)C)C (trimethyl)methyl-cyclopentadienyl-platinum(IV)